COC(C1=CC(=CC(=C1)C(F)(F)F)Br)=O 3-bromo-5-(trifluoromethyl)benzoic acid methyl ester